3-butyne-2-ol CC(C#C)O